Cl.C(C1=CC=CC=C1)(C1=CC=CC=C1)C1NCCCC1 2-Benzhydrylpiperidine Hydrochloride